N-methyl-2-({3-[(E)-2-(pyridine-2-yl)vinyl]-1H-pyrazolo[4,3-b]pyridin-6-yl}thio)benzamide CNC(C1=C(C=CC=C1)SC=1C=C2C(=NC1)C(=NN2)\C=C\C2=NC=CC=C2)=O